C(CCC)OC1=CC=C(C2=CC=CC=C12)S1CCCC1 1-(4-n-butoxynaphthalen-1-yl)tetrahydrothiophene